[N+](=O)([O-])C1=C(CC2(C=3N=CN([C@H]4[C@H](O[Si](C)(C)C(C)(C)C)[C@H](O[Si](C)(C)C(C)(C)C)[C@@H](CO[Si](C)(C)C(C)(C)C)O4)C3N=C(N2)N)O)C=C(C=C1)OCCN=[N+]=[N-] 6-(2-nitro-5-(2-azidoethoxy)benzyl)-2',3',5'-tri-O-tert-butyldimethylsilylguanosine